3-(8-acetyl-2-oxo-1,8-diazaspiro[4.5]decan-3-yl)-2-((S)-3-cyclohexyl-2-(4-methoxy-1H-indole-2-carboxamido)propanamido)propanoic acid C(C)(=O)N1CCC2(CC(C(N2)=O)CC(C(=O)O)NC([C@H](CC2CCCCC2)NC(=O)C=2NC3=CC=CC(=C3C2)OC)=O)CC1